C1(CC1)C1CCN(CC1)C1=C(C=C(C=C1)NC=1N=C(C2=C(N1)SC=C2C)NC=2C=C(C=CC2)C(C)(C)O)OC 2-(3-((2-((4-(4-cyclopropylpiperidin-1-yl)-3-methoxyphenyl)amino)-5-methylthieno[2,3-d]pyrimidin-4-yl)amino)phenyl)propan-2-ol